Cl.Cl.N1=CC(=CC2=CC=CC=C12)CN Quinolin-3-ylmethylamine dihydrochloride